CNC(O[C@@H]1CC[C@H](CC1)C(N(C[C@@H]1CC[C@H](CC1)C1=NC(=C(C=C1)OC)C)C1=NC=CC(=C1)C1=CN=C(S1)C(C)C)=O)=O trans-4-((4-(2-Iso-propylthiazol-5-yl)-pyridin-2-yl)((trans-4-(5-methoxy-6-methylpyridin-2-yl)-cyclohexyl)methyl)-carbamoyl)cyclohexyl methylcarbamate